7-bromo-7-(3-bromophenyl)-2,2-dimethylheptan-1-ol BrC(CCCCC(CO)(C)C)C1=CC(=CC=C1)Br